C1(CCCCC1)NC1=C(C=C(C=C1)S(=O)(=O)NC)C=1N=NN(N1)C1CCNCC1 4-(cyclohexylamino)-N-methyl-3-(2-(piperidin-4-yl)-2H-tetrazol-5-yl)benzenesulfonamide